xanthenedione C1C2=CC=CC=C2OC3=C1C(=O)C(=O)C=C3